C1(CCCCCCC=CCCCCCCC1)=O 8-Cyclohexadecen-1-one